[3-(3-bromo-5-cyanophenoxy)propyl]-3,4-dihydroisoquinoline-2(1H)-carboxylic acid tert-butyl ester C(C)(C)(C)OC(=O)N1C(C2=CC=CC=C2CC1)CCCOC1=CC(=CC(=C1)C#N)Br